Cl.N1C=CN=CC1=O Pyrazin-6-one hydrochloride